OC=1C=C(C)C=C(C1)O 3,5-dihydroxytoluen